tert-butyl 3-[4-[3-(2,6-dioxo-3-piperidinyl) phenyl] piperazin-1-yl]-piperidine-1-carboxylate O=C1NC(CCC1C=1C=C(C=CC1)N1CCN(CC1)C1CN(CCC1)C(=O)OC(C)(C)C)=O